C1(CC1)C1=NC=NC(=C1C1=NC=CC(=N1)O[C@H](C)C1=CC(=C(C(=C1)F)C=1N(C=C(N1)C(F)(F)F)C)F)OC |o1:16| rel-(R)-4'-cyclopropyl-4-(1-(3,5-difluoro-4-(1-methyl-4-(trifluoromethyl)-1H-imidazol-2-yl)phenyl)ethoxy)-6'-methoxy-2,5'-bipyrimidine